CC(C(C)C(=O)O)C(=O)O 2,3-Butanedicarboxylic acid